CN1CCC2=C(CC1)C=CC=C2 3-methyl-1,2,4,5-tetrahydro-3-benzazepin